7-(p-tolyl)-6-phenylseleno-1,2,3,4-tetrahydro-1,8-naphthyridine C1(=CC=C(C=C1)C1=C(C=C2CCCNC2=N1)[Se]C1=CC=CC=C1)C